N[C@@H]([C@@H](C(=O)OC)O)CC1=CC=CC=C1 methyl (2S,3R)-3-amino-2-hydroxy-4-phenylbutyrate